2-[1-(5-bromo-2-pyrimidin-2-yl-1,2,4-triazol-3-yl)ethyl]isoindoline BrC=1N=C(N(N1)C1=NC=CC=N1)C(C)N1CC2=CC=CC=C2C1